(5S)-6-(2-naphthoyl)-N-((2S)-4-(cyclopropylamino)-3-hydroxy-4-oxo-1-((S)-2-oxopyrrolidin-3-yl)butan-2-yl)-6-azaspiro[2.5]octane-5-carboxamide C1=C(C=CC2=CC=CC=C12)C(=O)N1[C@@H](CC2(CC2)CC1)C(=O)N[C@@H](C[C@H]1C(NCC1)=O)C(C(=O)NC1CC1)O